CN1CCC2=C3CN(CCCN3N=C2C1=O)C(=O)OC(C)(C)C tert-butyl 5-methyl-6-oxo-5,8,9,13-tetrazatricyclo[7.5.0.02,7]tetradeca-1,7-diene-13-carboxylate